C(C)(C)(C)OC(=O)N1CC=2N(CC1)C(=NN2)C#CC2(CCCCC2)O 3-[2-(1-Hydroxycyclohexyl)ethynyl]-6,8-dihydro-5H-[1,2,4]triazolo[4,3-a]pyrazine-7-carboxylic acid tert-butyl ester